(2S,4S)-1-(tert-Butoxycarbonyl)-4-(2-(4-((5-chloro-3-fluoropyridin-2-yl)oxy)phenyl)-2H-tetrazol-5-yl)pyrrolidine-2-carboxylic acid C(C)(C)(C)OC(=O)N1[C@@H](C[C@@H](C1)C=1N=NN(N1)C1=CC=C(C=C1)OC1=NC=C(C=C1F)Cl)C(=O)O